CCCC(=O)O n-butanoic acid